C(C)OC(=O)C1=C(N(C(C=2C(=C(C(=NC12)NC1=NC=C(C=N1)C)C)N)=O)C1=C2C=NNC2=CC=C1C)N(C(=O)OC(C)(C)C)C(=O)OC(C)(C)C 7-(bis(tert-butoxycarbonyl)amino)-amino-3-methyl-6-(5-methyl-1H-indazol-4-yl)-2-((5-methylpyrimidin-2-yl)amino)-5-oxo-5,6-dihydro-1,6-naphthyridine-8-carboxylic acid ethyl ester